C(CCC)(=O)OC methyl butanoat